tert-Butyl 3-{[8-(3-chloro-2-fluorophenyl)-8-methyl-5-oxo-5,6,7,8-tetrahydropyrido[4,3-d]pyrimidin-2-yl]amino}azetidine-1-carboxylate ClC=1C(=C(C=CC1)C1(CNC(C2=C1N=C(N=C2)NC2CN(C2)C(=O)OC(C)(C)C)=O)C)F